7-[(1r,5s,6r)-6-(1-azaspiro[3.3]hept-1-ylcarbonyl)-3-azabicyclo[3.1.0]hex-3-yl]-3-oxa-9-azabicyclo[3.3.1]nonane-9-carboxylic acid ethyl ester C(C)OC(=O)N1C2COCC1CC(C2)N2C[C@H]1C([C@H]1C2)C(=O)N2CCC21CCC1